6-tert-butyl-5-(3,4-dichlorophenyl)-4-(2-methoxyphenoxy)thieno[2,3-d]pyrimidine C(C)(C)(C)C1=C(C2=C(N=CN=C2OC2=C(C=CC=C2)OC)S1)C1=CC(=C(C=C1)Cl)Cl